C(CC=C)C1=CC=C(C=C1)[Si](CC=C)(C)C 4-(but-3-enyl)phenyldimethyl(allyl)silane